ClC1=C(OC=2N=CC(=NC2)N2CCC3([C@@H](C=4N(N=CC4)C3)N)CC2)C=CC=C1Cl (S)-1-(5-(2,3-dichlorophenoxy)pyrazin-2-yl)-4'h,6'h-spiro[piperidine-4,5'-pyrrolo[1,2-b]pyrazol]-4'-amine